ClC=1N=C(C(=NC1NC1=CC=C(C=C1)CO)C#N)C#N 5-Chloro-6-((4-(hydroxymethyl)phenyl)amino)pyrazine-2,3-dicarbonitrile